N-(2-cyanothiophen-3-yl)-2-(7-methyl-6,7,8,9-tetrahydro-5H-oxazolo[4',5':4,5]benzo[1,2-d]azepin-2-yl)acetamide C(#N)C=1SC=CC1NC(CC=1OC=2C(=CC3=C(CCN(CC3)C)C2)N1)=O